N1C(=NC=C1)C1CCN(CC1)C(=O)C1=CC=C(C=C1)C1=CC=CC=2OCOC21 (4-(1H-imidazol-2-yl)piperidin-1-yl)(4-(benzo[d][1,3]dioxol-4-yl)phenyl)methanone